(4-chloro-3-trifluoromethyl-phenyl)-carbamic acid 1-methyl-1,2,3,4-tetrahydro-quinolin-6-yl ester CN1CCCC2=CC(=CC=C12)OC(NC1=CC(=C(C=C1)Cl)C(F)(F)F)=O